7-(4-{[4-amino-2-(trifluoromethyl)phenyl]methoxy}-3-methoxyphenyl)-2H,4H,5H,6H,7H-[1,2,3]triazolo[4,5-b]pyridin-5-one NC1=CC(=C(C=C1)COC1=C(C=C(C=C1)C1C=2C(NC(C1)=O)=NNN2)OC)C(F)(F)F